C(C)(=O)C=1C=C(NC1)C(=O)NCC1=CC(=CC=C1)OC 4-acetyl-N-(3-methoxybenzyl)-1H-pyrrole-2-carboxamide